tetraglycidyl-methylenedianiline C(C1CO1)C1=C(C(=C(N(CNC2=CC=CC=C2)CC2CO2)C=C1)CC1CO1)CC1CO1